N1(N=NC=C1)C1=NC=C(C2=CC=CC=C12)[C@@H](C)N(C(=O)NC1=CC(=C(C=C1)F)Cl)C (R)-1-(1-(1-(1H-1,2,3-triazol-1-yl)isoquinolin-4-yl)ethyl)-3-(3-chloro-4-fluorophenyl)-1-methyl-urea